4-bromo-2-chloro-N-methoxy-N-methylbenzamide BrC1=CC(=C(C(=O)N(C)OC)C=C1)Cl